(2S)-2-amino-3-phenyl-propan-1-ol N[C@H](CO)CC1=CC=CC=C1